chloro-4,4-difluoro-chroman-8-sulfonyl chloride ClC1OC2=C(C=CC=C2C(C1)(F)F)S(=O)(=O)Cl